C(C)C(CN1C(=C(C(C2=C(C=C(C=C12)OC)OC(=O)C(C)(C)C)=O)OC(=O)C(C)(C)C)C1=CC(=C(C=C1)OC(=O)C(C)(C)C)OC)CCCC N-(2-ethylhexyl)-2-(3-methoxy-4-(t-butylcarbonyloxy)-phenyl)-7-methoxy-3,5-di-(t-butylcarbonyloxy)-quinolin-4-one